O([C@@H]1[C@H](O)[C@@H](O)[C@H](O)[C@H](O1)CO)C1=CC=C(C=C1)[N+](=O)[O-] 4-Nitrophenyl α-D-glucopyranoside